manganese decanedione CC(C(CCCCCCC)=O)=O.[Mn]